BrC=1C2=CC=C(N2)C(=C2C=CC(C(=C3C=CC(=C(C=4C=CC1N4)C4=CC=CC=C4)N3)Br)=N2)C2=CC=CC=C2 5,15-dibromo-10,20-diphenylporphyrin